CC1(CC=2OC3=CC=C4C(=C3CC2C(C1)=O)OC=CC4=O)C 9,9-dimethyl-8,9,10,12-tetrahydro-4H,11H-pyrano[2,3-a]xanthene-4,11-dione